N-(1'-(2-(3-cyano-3-(difluoromethyl)azetidin-1-yl)-6-methylpyrimidin-4-yl)-1',2'-dihydrospiro[cyclopropane-1,3'-pyrrolo[3,2-c]pyridin]-6'-yl)acetamide C(#N)C1(CN(C1)C1=NC(=CC(=N1)N1CC2(C=3C=NC(=CC31)NC(C)=O)CC2)C)C(F)F